1-Ethyl-5-nitro-1H-pyrazole-4-carboxylic acid C(C)N1N=CC(=C1[N+](=O)[O-])C(=O)O